methyl 3-iodo-4-methyl-thiophene-2-carboxylate IC1=C(SC=C1C)C(=O)OC